[Si](C1=CC=CC=C1)(C1=CC=CC=C1)(C(C)(C)C)OCCCN(C(CN)C(F)(F)F)C N2-(3-((tert-butyldiphenylsilyl)oxy)propyl)-3,3,3-trifluoro-N2-methylpropane-1,2-diamine